FC1=C(C=C2C3=C(N=CN=C13)N1[C@H](CO2)CN(CC1)C(=O)OC(C)(C)C)C1=C2C(NCC2=CC=C1C)=O tert-butyl (8aS)-4-fluoro-5-(5-methyl-3-oxo-2,3-dihydro-1H-isoindol-4-yl)-8a,9,11,12-tetrahydropyrazino[2',1':3,4][1,4]oxazepino[5,6,7-de]quinazoline-10(8H)-carboxylate